1-(5Z,8Z,11Z,14Z-eicosatetraenoyl)-2-(11Z-eicosenoyl)-glycero-3-phospho-(1'-sn-glycerol) CCCCCCCC/C=C\CCCCCCCCCC(=O)O[C@H](COC(=O)CCC/C=C\C/C=C\C/C=C\C/C=C\CCCCC)COP(=O)(O)OC[C@H](CO)O